NCCC=1C2=C(SC1C=1N(C3=CC=CC=C3C1)CC1CC1)C=C(C=C2OC)C(=O)N2C[C@@H](CCC2)NC(OC(C)(C)C)=O tert-butyl (R)-(1-(3-(2-aminoethyl)-2-(1-(cyclopropylmethyl)-1H-indol-2-yl)-4-methoxybenzo[b]thiophene-6-carbonyl)piperidin-3-yl)carbamate